5-[2-(4-Ethylphenyl)ethenyl]benzene-1,3-diol C(C)C1=CC=C(C=C1)C=CC=1C=C(C=C(C1)O)O